FCC=1C=CC(=C(C1)N(C(C#C[Si](C(C)C)(C(C)C)C(C)C)=O)C1(CCOCC1)C(=O)N)C 4-(N-(5-(fluoromethyl)-2-methylphenyl)-3-(triisopropylsilyl)propiolamido)tetrahydro-2H-pyran-4-carboxamide